2-(3,5-DICHLORoPHENYL)-6-BENZOXAZOLCARBOXYLAT ClC=1C=C(C=C(C1)Cl)C=1OC2=C(N1)C=CC(=C2)C(=O)[O-]